C(CC)OC1C(CC(CC1)=CC)O 2-propoxy-5-ethylidenecyclohexan-1-ol